(R)-3-((1-methyl-pyrrolidin-2-yl)methyl)-1H-indol-4-yl [1,4'-bipiperidine]-1'-carboxylate N1(CCCCC1)C1CCN(CC1)C(=O)OC1=C2C(=CNC2=CC=C1)C[C@@H]1N(CCC1)C